5-(4-(1-isopropyl-1H-pyrazol-4-yl)phenyl)-1H-pyrazine-3-carboxylic acid C(C)(C)N1N=CC(=C1)C1=CC=C(C=C1)C=1N=C(CNC1)C(=O)O